NC=1C(=NC=C(C1)C)C(=O)N 3-amino-5-methylpyridinecarboxamide